hydroxybenzoyl-hydrazine ON(N)C(C1=CC=CC=C1)=O